ClC=1C=CC=C2C=CN=C(C12)N(C(C1=C(C=C(C=C1)C1=NC=CN=C1Cl)F)=O)[C@H]1CNCCC1 (R)-N-(8-chloroisoquinolin-1-yl)-4-(3-chloropyrazin-2-yl)-2-fluoro-N-(piperidin-3-yl)benzamide